S([O-])(O)=O.[Na+] sodium bisulfite salt